6-chloro-3-(((R)-1-(3,6-dimethyl-2-((S)-3-((2-methylpyrimidin-5-yl)oxy)pyrrolidin-1-yl)-4-oxo-3,4-dihydroquinazolin-8-yl)ethyl)amino)-N-(methylsulfonyl)picolinamide ClC1=CC=C(C(=N1)C(=O)NS(=O)(=O)C)N[C@H](C)C=1C=C(C=C2C(N(C(=NC12)N1C[C@H](CC1)OC=1C=NC(=NC1)C)C)=O)C